CC(C)C1=CN=C(S1)C=1C=C(C(=O)O)C=C(C1)O[C@@H]1COCC1 3-[5-(Prop-2-yl)-1,3-thiazol-2-yl]-5-[(3S)-tetrahydrofuran-3-yloxy]benzoic acid